C(C)C(COC(=O)C1CC2OC2CC1)CCCC 2-ethylhexyl-7-oxabicyclo[4.1.0]heptane-3-carboxylate